ClC1=CC=C(OC=2C=CC=C3CC(COC23)NC(C=C)=O)C=C1 N-{8-(4-chlorophenoxy)chroman-3-yl}acrylamide